1-((2-(trimethylsilyl)ethoxy)methyl)-1H-pyrazolo[3,4-d]pyrimidine-6-carboxylic acid methyl ester COC(=O)C1=NC=C2C(=N1)N(N=C2)COCC[Si](C)(C)C